C(C)(C)(C)N1CCN(CC1)C1CCN(CC1)C1=C(C=C(C(=C1)OC)[N+](=O)[O-])Br tert-Butyl-4-(1-(2-bromo-5-methoxy-4-nitrophenyl)piperidin-4-yl)piperazine